C(C1CO1)N(CC1CO1)C1CCCCC1 N,N-diglycidyl-cyclohexylamine